(2R,4S)-2-(tert-butyl)-4-((methylthio)methyl)-5-oxooxazolidine-3-carboxylic acid tert-butyl ester C(C)(C)(C)OC(=O)N1[C@H](OC([C@H]1CSC)=O)C(C)(C)C